COS(=O)(=O)[O-].C(C(=C)C)(=O)OCC[N+](C)(C)C 2-(methacryloyloxy)-N,N,N-trimethylethan-1-aminium methyl-sulfate